NC1(C(C=C(C=C1)C1=CC(=CC=C1)OC)OC)N 4,4-diamino-3,3'-dimethoxybiphenyl